ClC=1C=C(C=CC1F)NC(N(CC=1C2=C(NN1)OCCC2)C=2C=NC=C(C2)C#N)=O 3-(3-Chloro-4-fluorophenyl)-1-(5-cyanopyridin-3-yl)-1-((1,4,5,6-tetrahydropyrano[2,3-c]pyrazol-3-yl)methyl)urea